OC1=C(C=C(C=C1)C(CC)C1=CC(=C(C=C1)O)C)C 1,1-Bis(4-hydroxy-3-methylphenyl)propane